3-(N-(4-cyano-3',5-difluoro-[1,1'-biphenyl]-2-yl)sulfamoyl)-4-methoxybenzoic acid C(#N)C1=CC(=C(C=C1F)C1=CC(=CC=C1)F)NS(=O)(=O)C=1C=C(C(=O)O)C=CC1OC